(E)-3-(4-((E)-2-(4-chloro-2-methylphenyl)-1-(1H-indazol-5-yl)but-1-en-1-yl)phenyl)acrylic acid ClC1=CC(=C(C=C1)/C(=C(/C=1C=C2C=NNC2=CC1)\C1=CC=C(C=C1)/C=C/C(=O)O)/CC)C